N,N-di(isooctyl)-1H-pyrrole-2-carboxamide C(CCCCC(C)C)N(C(=O)C=1NC=CC1)CCCCCC(C)C